C(#C)C1=NC=C(C(=N1)C)C1=C(C2=C(N=CN=C2N)N1C)C1=CC(=C(C=C1)OC1=NC=CC(=N1)C)F 6-(2-ethynyl-4-methylpyrimidin-5-yl)-5-(3-fluoro-4-((4-methylpyrimidin-2-yl)oxy)phenyl)-7-methyl-7H-pyrrolo[2,3-d]pyrimidin-4-amine